CN(CCN(C1=C(C=C(C=C1)NC=1N=C(C2=C(N1)NC=C2)C2=CN(C1=CC=CC=C21)C)NC(C)=O)C)C N-(2-((2-(dimethylamino)ethyl)(methyl)amino)-5-((4-(1-methyl-1H-indol-3-yl)-7H-pyrrolo[2,3-d]pyrimidin-2-yl)amino)phenyl)acetamide